N-[(5,6-dichloroindan-2-yl)methyl]-N-[(2S)-2-hydroxy-2-(3-pyridyl)ethyl]propanamide ClC=1C=C2CC(CC2=CC1Cl)CN(C(CC)=O)C[C@H](C=1C=NC=CC1)O